OC=1N=[N+](C2=C(N1)C=CC=C2Br)[O-] 3-Hydroxy-8-bromobenzo[e][1,2,4]triazine-1-oxide